5-((1-((3-Ethyl-2-oxo-2,3-dihydro-1H-pyrimido[4,5,6-de]quinazolin-8-yl)methyl)azetidin-3-yl)oxy)-N,6-dimethylpicolinamide C(C)N1C(NC2=CC(=CC=3C2=C1N=CN3)CN3CC(C3)OC=3C=CC(=NC3C)C(=O)NC)=O